NC1=NC2=C(N1)C=CC(=C2)C(C)NC(C2=C(C=CC(=C2)NC(C(C)C)=O)OCC)=O N-(1-(2-amino-1H-benzo[D]imidazol-5-yl)ethyl)-2-ethoxy-5-isobutyrylaminobenzamide